N-[(6-Amino-2-pyridyl)sulfonyl]-6-(3-fluoro-5-isobutoxyphenyl)-2-(2,2,5,5-tetramethylmorpholin-4-yl)pyridin-3-carboxamid NC1=CC=CC(=N1)S(=O)(=O)NC(=O)C=1C(=NC(=CC1)C1=CC(=CC(=C1)OCC(C)C)F)N1CC(OCC1(C)C)(C)C